2-(3-{1-[(3S)-2-azabicyclo[2.2.2]octane-3-carbonyl]piperidin-4-yl}-1H-pyrrolo[2,3-c]pyridin-1-yl)-5-fluoro-N-methyl-N-(propan-2-yl)benzamide C12N[C@@H](C(CC1)CC2)C(=O)N2CCC(CC2)C2=CN(C1=CN=CC=C12)C1=C(C(=O)N(C(C)C)C)C=C(C=C1)F